6-(4-fluoro-3-hydroxyphenoxy)-2-(morpholin-4-yl)pyridine-3-carbonitrile FC1=C(C=C(OC2=CC=C(C(=N2)N2CCOCC2)C#N)C=C1)O